(4-amino-1,3-dihydrofuro[3,4-c][1,7]naphthyridin-8-yl)-[(3R)-3-(6-methyl-3-pyridinyl)morpholin-4-yl]methanone NC1=NC=2C=NC(=CC2C2=C1COC2)C(=O)N2[C@@H](COCC2)C=2C=NC(=CC2)C